C1C(C1)C(=O)N 2-cyclopropanecarboxamide